FC(CC1(CN2C(C=3C=CC(=CC13)OC)=NC1=C2C=CC=C1)C)F 5-(2,2-difluoroethyl)-3-methoxy-5-methyl-5,6-dihydrobenzo[4,5]imidazo[2,1-a]isoquinoline